(4S)-11-((3R)-1-(bicyclo[3.1.0]hexane-3-yl)pyrrolidin-3-yl)-4-ethyl-8-fluoro-4-hydroxy-1H-pyrano[3',4':6,7]indolizino[2,1-b]quinoline-3,6,14(4H,11H,12H)-trione C12CC(CC2C1)N1C[C@@H](CC1)N1C2=C(C(C3=CC(=CC=C13)F)=O)C1=CC3=C(C(N1C2)=O)COC([C@]3(O)CC)=O